N-(2-(2-ethoxy-6-methoxy-1H-benzoimidazol-1-yl)ethyl)cyclopropanecarboxamide C(C)OC1=NC2=C(N1CCNC(=O)C1CC1)C=C(C=C2)OC